N-[2,6-difluoro-3-[5-[2-(trifluoromethyl)pyrimidin-5-yl]-1H-pyrazolo[3,4-b]pyridine-3-carbonyl]phenyl]propane-1-sulfonamide FC1=C(C(=CC=C1C(=O)C1=NNC2=NC=C(C=C21)C=2C=NC(=NC2)C(F)(F)F)F)NS(=O)(=O)CCC